C1=C(C=C(C(=C1O)[O-])O)C2=C(C(=O)C3=C(C=C(C=C3O2)O)O)O[C@H]4[C@@H]([C@H]([C@@H]([C@H](O4)CO)O)O)O The molecule is a flavonoid oxoanion resulting from the deprotonation of the hydroxy group at position 7 of myricetin 3-O-beta-D-glucopyranoside. The major species at pH 7.3. It is a conjugate base of a myricetin 3-O-beta-D-glucopyranoside.